N2-[6-(5-chloro-1,3-benzoxazol-2-yl)spiro[3.3]heptan-2-yl]furan-2,5-dicarboxamide ClC=1C=CC2=C(N=C(O2)C2CC3(CC(C3)NC(=O)C=3OC(=CC3)C(=O)N)C2)C1